1,2-diacetoxybenzene C(C)(=O)OC1=C(C=CC=C1)OC(C)=O